N1C=NC2=C1C=CC(=C2)CNC2=NC=CN=C2C2=CC(=C(C=C2)OC)OC N-(1H-1,3-Benzodiazol-5-ylmethyl)-3-(3,4-dimethoxyphenyl)pyrazin-2-amine